C1NCC2=C(C=CC=C12)N(C(C=C)=O)C N-(Isoindolin-4-yl)-N-methylacrylamide